C(C)N(C(=O)N[C@H](C(F)(F)F)CCC(F)(F)F)C(C(F)(F)F)C1=NC(=C(C(=C1)C=1N=C(C=2N(C1)C=CN2)OC)OC)C 1-ethyl-3-((S)-1,1,1,5,5,5-hexafluoropentan-2-yl)-1-(2,2,2-trifluoro-1-(5-methoxy-4-(8-methoxyimidazo[1,2-a]pyrazin-6-yl)-6-methylpyridin-2-yl)ethyl)urea